FC(CCSC=1C(=NC=CN1)C(=O)NCCC(C)C)(C1=CC=C(C=C1)F)F 3-[[3,3-Difluoro-3-(4-fluorophenyl)-propyl]sulfanyl]-N-(3-methyl-butyl)-pyrazine-2-carboxylic acid amide